CN1N=CC(=C1)[C@H](C1CCN(CC1)C(=O)C=1C=CC2=C(NC(CO2)=O)C1)C1=CC=CC=C1 |r| Rac-6-[4-[(1-Methylpyrazol-4-yl)-phenyl-methyl]piperidine-1-carbonyl]-4H-1,4-benzoxazin-3-one